O[C@@H]1CC(C[C@@H]1O)[NH2+]CC[C@@H](NC(=O)C1=CC=2C(=NC=3CC[C@@H](CC3C2)C(C)(C)C)S1)C1=CC=C(C=C1)C1=CNC(C=C1)=O |r| [rac-(3R,4S)-3,4-dihydroxycyclopentyl]-[rac-(3R)-3-[4-(6-oxo-1H-pyridin-3-yl)phenyl]-3-[[rac-(6S)-6-tert-butyl-5,6,7,8-tetrahydrothieno[2,3-b]quinoline-2-carbonyl]amino]propyl]ammonium